N-[(2-fluoro-5-nitrophenyl)methyl]-propionamide FC1=C(C=C(C=C1)[N+](=O)[O-])CNC(CC)=O